ClC=1C(N(N=CC1OC)CC1=NC(=NO1)CCC1=CC=C(C=C1)Cl)=O 4-chloro-2-((3-(4-chlorophenethyl)-1,2,4-oxadiazol-5-yl)methyl)-5-methoxypyridazin-3(2H)-one